N-(3-acetyl-1-(2-((2-((3-chloro-2-fluorophenylmethyl)amino)-2-oxoethyl)(cyclopropyl)amino)-2-oxoethyl)-1H-indazol-5-yl)-3,3-difluoropiperidine-1-carboxamide C(C)(=O)C1=NN(C2=CC=C(C=C12)NC(=O)N1CC(CCC1)(F)F)CC(=O)N(C1CC1)CC(=O)NCC1=C(C(=CC=C1)Cl)F